2-methyl-indazole-7-carboxamide CN1N=C2C(=CC=CC2=C1)C(=O)N